tert-butyl (1-((R)-1-((1S,2S)-2-(((S)-2,2-dimethylchroman-4-yl)carbamoyl)cyclopropyl)-3-methoxypropyl)-4,4-diethyl-6-oxotetrahydropyrimidin-2(1H)-ylidene)carbamate CC1(OC2=CC=CC=C2[C@H](C1)NC(=O)[C@@H]1[C@H](C1)[C@@H](CCOC)N1C(NC(CC1=O)(CC)CC)=NC(OC(C)(C)C)=O)C